tert-Butyl 3-[4-(1-aminopropan-2-yl)-2-fluorophenyl]-3,8-diazabicyclo[3.2.1]octane-8-carboxylate NCC(C)C1=CC(=C(C=C1)N1CC2CCC(C1)N2C(=O)OC(C)(C)C)F